(2-(2-methoxy-7-methylquinoxalin-5-yl)-4-methyl-7,8-dihydro-[1,4]dioxino[2',3':3,4]benzo[1,2-d]thiazol-7-yl)methyl (5,6-dimethylpyridin-3-yl)carbamate CC=1C=C(C=NC1C)NC(OCC1OC2=C(C3=C(N=C(S3)C3=C4N=CC(=NC4=CC(=C3)C)OC)C(=C2)C)OC1)=O